NC1=C(C=C(OC=2C=C(C(=O)O)C=C(C2)OC2=CC(=C(C(=C2)OC)N)OC)C=C1OC)OC 3,5-bis(4-amino-3,5-dimethoxyphenoxy)benzoic acid